2-{4-[N-(5,6-diphenylpyrazine-2-yl)-N-isopropylamino]butyloxy}-N-(methylsulfonyl)acetamide C1(=CC=CC=C1)C=1N=CC(=NC1C1=CC=CC=C1)N(C(C)C)CCCCOCC(=O)NS(=O)(=O)C